8-[4-[2-[2-[2-[2-[2-(2-hydroxyethoxy)ethoxy]ethoxy]ethoxy]ethoxy]ethyl-methyl-amino]phenyl]-3H-pyrano[2,3-e]benzimidazol-6-one OCCOCCOCCOCCOCCOCCN(C1=CC=C(C=C1)C1=CC(C2=C(C3=C(NC=N3)C=C2)O1)=O)C